1-(2,6-dibromo-3-pyridyl)-3-[(1S)-1-(2-pyrimidin-2-yl-1,2,4-triazol-3-yl)ethyl]urea BrC1=NC(=CC=C1NC(=O)N[C@@H](C)C=1N(N=CN1)C1=NC=CC=N1)Br